2-(4-(2,6-dimethylmorpholino)-2-methylphenyl)spiro[3.3]heptane-2,6-diamine CC1OC(CN(C1)C1=CC(=C(C=C1)C1(CC2(C1)CC(C2)N)N)C)C